2-((R)-3-Methyl-4-(oxetan-3-yl)piperazin-1-yl)-N-((1r,3R)-3-methylcyclobutyl)thieno[2,3-d]thiazole-5-carboxamide C[C@@H]1CN(CCN1C1COC1)C=1SC2=C(N1)SC(=C2)C(=O)NC2CC(C2)C